[I-].CCCCCCCCCCCCC tridecane iodide